OCCS(=O)(=O)CC(CCC[C@](C(=O)NNC)(C)C=1C=C(C=CC1)CCC(=O)OC)(C)C methyl (R)-3-(3-(7-((2-hydroxyethyl)sulfonyl)-2,6,6-trimethyl-1-(2-methylhydrazineyl)-1-oxoheptan-2-yl)phenyl)propanoate